6-Phenyl-morpholin-3-one C1(=CC=CC=C1)C1OCC(NC1)=O